2-chlorO-4-(2H-tetrazol-5-yl)pyridine ClC1=NC=CC(=C1)C=1N=NNN1